BrC=1C(=NC(=CC1)C(F)(F)F)C(=O)NC1=C(C=CC=C1)C(N)=O 3-bromo-N-(2-carbamoylphenyl)-6-(trifluoromethyl)pyridine-2-carboxamide